Cl.Cl.N1(CCCC1)CCCCSC=1NC2=CC=CC=C2CN1 2-((4-(pyrrolidin-1-yl)butyl)thio)-1,4-dihydroquinazoline dihydrochloride